4-((3-chloro-1,4-dioxo-1,4-dihydronaphthalen-2-ylamino)methyl)-N-(4-(4-ethylpiperazin-1-yl)phenyl)benzamide ClC1=C(C(C2=CC=CC=C2C1=O)=O)NCC1=CC=C(C(=O)NC2=CC=C(C=C2)N2CCN(CC2)CC)C=C1